2-[4-(3-Oxo-3-phenylprop-1-enyl)phenoxy]acetic acid O=C(C=CC1=CC=C(OCC(=O)O)C=C1)C1=CC=CC=C1